CC1=C(C(=CC=C1)C)C1=NC=2NS(C=3C=CC=C(C(N4CC5CCCN(C5C(OC(=C1)N2)C4)C)=O)C3)(=O)=O 12-(2,6-Dimethylphenyl)-18-methyl-15-oxa-8λ6-thia-1,9,11,18,25-pentaazapentacyclo[14.7.1.13,7.110,14.017,22]hexacosa-3,5,7(26),10(25),11,13-hexaene-2,8,8-trione